C(CCC)[Sn](C1=NC=CC=N1)(CCCC)CCCC 2-(tributylstannyl)Pyrimidine